C(C1=CC=CC=C1)C1=CC(=C(C=C1C)C(=N)N(C)CC)Cl (4-benzyl-2-chloro-5-methylphenyl)-N-ethyl-N-methylformamidine